NC1=NC(=C(C=2C1=NN(N2)CC2=NC=CC=C2F)C2=CC=NN2CC)C2=C(C#N)C=CC=C2 (4-amino-7-(1-ethyl-1H-pyrazol-5-yl)-2-((3-fluoropyridin-2-yl)methyl)-2H-[1,2,3]triazolo[4,5-c]pyridin-6-yl)benzonitrile